BrC=1C(=CC2=C(OC/C(/N2)=N/N)C1)OC (Z)-7-Bromo-3-hydrazono-6-methoxy-3,4-dihydro-2H-benzo[b][1,4]oxazine